C(C)(C)(C)N1CCC(CC1)(C=O)C#N tert-butyl-4-cyano-4-formyl-piperidine